C(CC)SS propylthiomercaptan